(S)-N'-((3-cyclopropyl-2-ethyl-6,7-dihydro-5H-cyclopenta[b]pyridin-4-yl)carbamoyl)-4-(2-hydroxypropan-2-yl)thiophene-2-sulfinimidamide C1(CC1)C=1C(=C2C(=NC1CC)CCC2)NC(=O)N=[S@](N)C=2SC=C(C2)C(C)(C)O